6-Chloro-3-(((R)-1-(6-((S)-4-(4-(methoxy(methyl)carbamoyl)benzyl)-2-oxooxazolidin-3-yl)-4-methylpyridin-2-yl)ethyl)amino)picolinic acid ClC1=CC=C(C(=N1)C(=O)O)N[C@H](C)C1=NC(=CC(=C1)C)N1C(OC[C@@H]1CC1=CC=C(C=C1)C(N(C)OC)=O)=O